C1(CC1)C=1NN=C(C1)NC(=O)[C@H]1CN(C(C1)=O)C1=CC(=CC=C1)C(F)F (R)-N-(3-cyclopropyl-2H-pyrazol-5-yl)-1-(3-(difluoromethyl)phenyl)-5-oxopyrrolidine-3-carboxamide